COC1=CC=C(C=C1)CN(S(=O)(=O)C1=CC(=C(C=C1)N[C@@H](C)C1=CC(=CC=C1)C(F)(F)F)C=1N=CN(C1)C)C N-[(4-Methoxyphenyl)methyl]-N-methyl-3-(1-methylimidazol-4-yl)-4-[[(1S)-1-[3-(trifluoromethyl)phenyl]ethyl]amino]benzenesulfonamide